N-[3-(3,5-dimethylpiperidin-1-yl)-4-(hydrazinecarbonyl)phenyl]cyclopropanecarboxamide CC1CN(CC(C1)C)C=1C=C(C=CC1C(=O)NN)NC(=O)C1CC1